6-(4-(methoxycarbonyl)pyrimidin-2-yl)-2,6-diazaspiro[3.4]octane-2-carboxylic acid tert-butyl ester C(C)(C)(C)OC(=O)N1CC2(C1)CN(CC2)C2=NC=CC(=N2)C(=O)OC